6-(4-Methyl-2-(6-methylpyridin-2-yl)-1H-imidazol-1-yl)imidazo[1,2-a]pyridine-3-carboxamide CC=1N=C(N(C1)C=1C=CC=2N(C1)C(=CN2)C(=O)N)C2=NC(=CC=C2)C